C(C=C)(=O)N1CC2(C1)CN(CC2)C2=NC=NC(=C2C#N)C2=CC(=CC1=CC=CC=C21)O 4-(2-acryloyl-2,6-diazaspiro[3.4]octan-6-yl)-6-(3-hydroxynaphthalen-1-yl)pyrimidine-5-carbonitrile